trans-tert-butyl-4-((4-(3-(2-(benzyloxy)-6-hydroxypyridin-3-yl)-1-methyl-1H-indazol-6-yl)piperazin-1-yl)methyl)-3-fluoropiperidine-1-carboxylate C(C)(C)(C)OC(=O)N1C[C@H]([C@@H](CC1)CN1CCN(CC1)C1=CC=C2C(=NN(C2=C1)C)C=1C(=NC(=CC1)O)OCC1=CC=CC=C1)F